C(C)OC(=O)C1=NC(=NC=C1N)C=1CCN(CC1)C(=O)OC(C)(C)C 5-amino-2-{1-[(tert-butoxy)carbonyl]-1,2,3,6-tetrahydropyridin-4-yl}pyrimidine-4-carboxylic acid ethyl ester